5-fluoro-N-isopropyl-N-methyl-2-(3-(trans-4-morpholinylcyclohexyl)-1H-pyrrolo[2,3-c]pyridin-1-yl)benzamide FC=1C=CC(=C(C(=O)N(C)C(C)C)C1)N1C=C(C=2C1=CN=CC2)[C@@H]2CC[C@H](CC2)N2CCOCC2